tert-Butyl N-[2-[5-[1-benzyloxy-1-(trifluoromethyl)pent-4-enyl]-1,3,4-oxadiazol-2-yl]-6-[but-3-enyl(methyl)amino]-5-methylsulfonyl-3-pyridyl]carbamate C(C1=CC=CC=C1)OC(CCC=C)(C(F)(F)F)C1=NN=C(O1)C1=NC(=C(C=C1NC(OC(C)(C)C)=O)S(=O)(=O)C)N(C)CCC=C